isocyanatopropyl-methyldimethoxysilane N(=C=O)CCC[Si](OC)(OC)C